6-chloro-N-[5-(difluoromethoxymethyl)-4-methoxy-pyrimidin-2-yl]-1H-indole-3-sulfonamide ClC1=CC=C2C(=CNC2=C1)S(=O)(=O)NC1=NC=C(C(=N1)OC)COC(F)F